8-[(2S,5R)-4-[(4-fluorophenyl)(2-methoxypyridin-3-yl)methyl]-2,5-dimethylpiperazin-1-yl]-5-methyl-6-oxo-5,6-dihydro-1,5-naphthyridine-2-carbonitrile FC1=CC=C(C=C1)C(N1C[C@@H](N(C[C@H]1C)C1=CC(N(C=2C=CC(=NC12)C#N)C)=O)C)C=1C(=NC=CC1)OC